BrC=1C=CC(=NC1)C(C(F)(F)F)N1CN(CCC1)C1CN(CC1)CC1CC1 1-(1-(5-Bromopyridin-2-yl)-2,2,2-trifluoroethyl)-3-((-)-1-(cyclopropylmethyl)pyrrolidin-3-yl)tetrahydropyrimidin